S1C2=C(C(=C1)C1CC1)C=CC=C2 (benzo[b]thiophen-3-yl)cyclopropane